O1N=C(C=C1)C1=CC=C(N)C=C1 4-(1,2-Oxazol-3-yl)aniline